4-(difluoromethoxy)-3-methoxyaniline FC(OC1=C(C=C(N)C=C1)OC)F